COC=1C=C2C(=NC(=NC2=CC1OC)C)N[C@H](C)C=1C=C(C=CC1)C1=C(C=CC=C1)OC(F)(F)F 6,7-dimethoxy-2-methyl-N-{(1R)-1-[2'-(trifluorometh-oxy)biphenyl-3-yl]ethyl}quinazolin-4-amine